C(#N)C=1C=C2C(=NC1)N(C=C2)C2=NC=C(C(=O)NC1CCN(CC1)CC=1C=C3C(N(C(C3=CC1)=O)N1C(NC(CC1)=O)=O)=O)C(=C2)NC(C)C 6-(5-cyano-1H-pyrrolo[2,3-b]pyridin-1-yl)-N-(1-((2-(2,4-dioxotetrahydropyrimidin-1(2H)-yl)-1,3-dioxoisoindolin-5-yl)methyl)piperidin-4-yl)-4-(isopropylamino)nicotinamide